(2S,3R)-3-((2-amino-6-methylpyridin-4-yl)methyl)-N2-(1-methyl-1H-pyrazol-5-yl)-N1-((R)-1-(2,5-dimethylphenyl)propyl)-N2-methyl-4-oxoazetidine-1,2-dicarboxamide NC1=NC(=CC(=C1)C[C@@H]1[C@H](N(C1=O)C(=O)N[C@H](CC)C1=C(C=CC(=C1)C)C)C(=O)N(C)C1=CC=NN1C)C